C(#N)C1=C(C=C(C=C1)N1CCC(CC1)C(=O)NC1=NC=C(C=N1)N1CCC(CC1)CN1CCN(CC1)CC1CCN(CC1)C(=O)OC(C)(C)C)C(F)(F)F tert-butyl 4-((4-((1-(2-(1-(4-cyano-3-(trifluoromethyl)phenyl)piperidin-4-carboxamido)pyrimidin-5-yl)piperidin-4-yl)methyl)piperazin-1-yl)methyl)piperidine-1-carboxylate